4-methoxy-1-(2-((2-(methoxycarbonyl)-4-methylthiophen-3-yl)amino)-2-oxoethyl)-1-(2-((4-methylisoxazol-3-yl)amino)-2-oxoethyl)piperidin-1-ium COC1CC[N+](CC1)(CC(=O)NC1=NOC=C1C)CC(=O)NC1=C(SC=C1C)C(=O)OC